2-(3-ethoxypropoxy)-5-(6-methoxyhex-1-yn-1-yl)pyridine C(C)OCCCOC1=NC=C(C=C1)C#CCCCCOC